2-amino-3-bromo-5-(2-hydroxyethyl)benzonitrile NC1=C(C#N)C=C(C=C1Br)CCO